3-chloro-4-(difluoromethoxy)-N-([1,2,3]triazolo[1,5-b]pyridazin-3-ylmethyl)benzamide ClC=1C=C(C(=O)NCC=2N=NN3N=CC=CC32)C=CC1OC(F)F